F[C@H]1C[C@H](N(C1)C(CN1C[C@H](CC1)NC1=C2C=CC=NC2=CC(=C1)F)=O)C#N (2S,4S)-4-fluoro-1-[2-[(3S)-3-[(7-fluoro-5-quinolinyl)amino]pyrrolidin-1-yl]acetyl]pyrrolidine-2-carbonitrile